(E)-6-(2-ethoxyvinyl)-3,4-dimethylcinnoline C(C)O/C=C/C=1C=C2C(=C(N=NC2=CC1)C)C